C1(=CC=CC=C1)NCCNC1=CC=CC=C1 N,N'-diphenylethylenediamine